(14R)-18-chloro-5-fluoro-8-oxa-1,11,17,21,23-pentazapentacyclo[14.5.2.111,14.02,7.019,22]tetracosa-2(7),3,5,16(23),17,19(22),20-heptaene ClC1=NC=2C[C@H]3CCN(CCOC=4C=C(C=CC4N4N=CC1=C4N2)F)C3